NC1=C(N=C2N1C=CC=C2OCC2=C(C=CC=C2OC)F)C(=O)NCCC 3-Amino-8-((2-fluoro-6-methoxybenzyl)oxy)-N-propylimidazo[1,2-a]pyridine-2-carboxamide